ClC=1C=CC2=C(OC3=C(C(=N2)N2CCN(CC2)CC(C(=O)O)(C)C)C=CC(=C3)C)C1 3-(4-(7-chloro-3-methyldibenzo[b,f][1,4]oxazepin-11-yl)piperazin-1-yl)-2,2-dimethylpropionic acid